ClC=1C2=C(N=C(N1)SC)C(CC2)(F)F 4-chloro-7,7-difluoro-2-(methylthio)-6,7-dihydro-5H-cyclopenta[d]pyrimidine